1,3,5-tris(4-t-Butyl-5,6-diethyl-3-hydroxy-2-methylbenzyl)-1,3,5-triazine-2,4,6(1H,3H,5H)-trion C(C)(C)(C)C1=C(C(=C(CN2C(N(C(N(C2=O)CC2=C(C(=C(C(=C2CC)CC)C(C)(C)C)O)C)=O)CC2=C(C(=C(C(=C2CC)CC)C(C)(C)C)O)C)=O)C(=C1CC)CC)C)O